(2-chloropyridin-4-yl)pyrrolidin-2-one ClC1=NC=CC(=C1)N1C(CCC1)=O